N-((S)-1,1-dicyclopropyl-3-((4-((S)-1-((3S,4R)-3,4-difluoropyrrolidin-1-yl)-1-oxopropan-2-yl)-2-fluorophenyl)amino)-3-oxopropan-2-yl)-1-isopropyl-1H-pyrazole-5-carboxamide C1(CC1)C([C@@H](C(=O)NC1=C(C=C(C=C1)[C@@H](C(=O)N1C[C@@H]([C@@H](C1)F)F)C)F)NC(=O)C1=CC=NN1C(C)C)C1CC1